1-Cyclopropyl-1-(pyrimidin-4-ylmethyl)-3-(4-(trifluoromethoxy)phenyl)urea C1(CC1)N(C(=O)NC1=CC=C(C=C1)OC(F)(F)F)CC1=NC=NC=C1